3,6,6-trimethyl-1-tosyl-4,5,6,7-tetrahydro-1H-indol-4-ol CC1=CN(C=2CC(CC(C12)O)(C)C)S(=O)(=O)C1=CC=C(C)C=C1